C(CCCCCCCCCCC)C[SiH](OCC)OCC 1-dodecyl-methyl-diethoxysilane